4-bromobenzo[C]isoxazole BrC1=CC=CC2=NOC=C21